CC1=NC2=CC3=C(C=C2C(N1[C@@H]1C(NC(CC1)=O)=O)=O)CNC3 (S)-3-(2-Methyl-4-oxo-4,6,7,8-tetrahydro-3H-pyrrolo[3,4-g]quinazolin-3-yl)piperidine-2,6-dione